1-(4-(3,5-difluorobenzyl)-2-methyl-3-oxo-3,4-dihydro-2H-benzo[b][1,4]thiazin-6-yl)-3-(5-fluoro-1H-indol-3-yl)urea FC=1C=C(CN2C3=C(SC(C2=O)C)C=CC(=C3)NC(=O)NC3=CNC2=CC=C(C=C32)F)C=C(C1)F